4-(PIPERIDIN-1-YLMETHYL)PHENYLBORONIC ACID N1(CCCCC1)CC1=CC=C(C=C1)B(O)O